methyl-N-((1S,2S)-2-methylcyclopropyl)-1-((6-methylpyridin-2-yl)methylPhenyl)-2-oxo-1,2-dihydropyridine-3,5-dicarboxamide CC1=C(C(N(C=C1C(=O)N)C1=C(C=CC=C1)CC1=NC(=CC=C1)C)=O)C(=O)N[C@@H]1[C@H](C1)C